6-fluoro-5-(4-((5-fluoro-2-methyl-3-oxo-3,4-dihydroquinoxalin-6-yl)methyl)piperazin-1-yl)-N-((1S,2R)-2-fluorocyclopropyl)picolinamide FC1=C(C=CC(=N1)C(=O)N[C@@H]1[C@@H](C1)F)N1CCN(CC1)CC=1C(=C2NC(C(=NC2=CC1)C)=O)F